COC1=C(C=CC(=C1)OC)C=1N=C2N(C(C1)=O)C=C(C=C2)N2C[C@@H](NCC2)C 2-(2,4-dimethoxyphenyl)-7-[(3S)-3-methylpiperazin-1-yl]-4H-pyrido[1,2-a]pyrimidin-4-one